FC(OC1=NC=CC(=C1)CNC(=O)N[C@H]1C[C@H](CCC1)C(F)(F)F)F |r| 1-[[2-(difluoromethoxy)pyridin-4-yl]methyl]-3-[rac-(1R,3S)-3-(trifluoromethyl)cyclohexyl]urea